5-(3-Hydroxy-4-methoxybenzylidene)-1,3-dimethylpyrimidine-2,4,6(1H,3H,5H)-trione OC=1C=C(C=C2C(N(C(N(C2=O)C)=O)C)=O)C=CC1OC